C(=O)O.NCC1CCN(CC1)C(=O)C1=C(C=C(NC=2C=3N(C=CN2)C(=CN3)C3=C(C(=C(OC(C#N)(C)C)C=C3)F)F)C=C1)C 2-[4-[8-[4-[4-(aminomethyl)piperidine-1-carbonyl]-3-methyl-anilino]imidazo[1,2-a]pyrazin-3-yl]-2,3-difluoro-phenoxy]-2-methyl-propanenitrile formate